CC1=CC=CC(=N1)C1=C(N=CN1)C=1C=C2C=C(C=NC2=CC1)C(=O)O 6-[5-(6-methyl-2-pyridyl)-1H-imidazol-4-yl]quinoline-3-carboxylic acid